N(=[N+]=[N-])CC1=CC=C(C=N1)S(=O)(=O)NC=1C=CC(=C2C(=CNC12)C#N)C 6-(Azidomethyl)-N-(3-cyano-4-methyl-1H-indol-7-yl)pyridine-3-sulfonamide